(3R,4R)-3-[(1-carboxyvinyl)oxy]-4-hydroxycyclohexa-1,5-diene-1-carboxylic acid C(=O)(O)C(=C)O[C@@H]1C=C(C=C[C@H]1O)C(=O)O